COC(\C(=C\OC)\C1=C(C=CC=C1)COC1=NC=C(C=C1)Br)=O (E)-2-[2-(5-bromopyridin-2-yloxymethyl)phenyl]-3-methoxyacrylic acid methyl ester